exo-(+)-cycloheptane C1CCCCCC1